3-[6-chloro-3-(1H-pyrrol-2-yl)pyrazolo[4,3-c]pyridin-1-yl]butan-1-ol Benzyl-(E)-6-(3-ethoxy-3-oxoprop-1-en-1-yl)nicotinate C(C1=CC=CC=C1)C1=C(C(=O)OCCC(C)N2N=C(C=3C=NC(=CC32)Cl)C=3NC=CC3)C=CC(=N1)\C=C\C(=O)OCC